tert-butyl (3S,5S)-5-(hydroxymethyl-d2)pyrrolidin-3-ylcarbamate OC([C@@H]1C[C@@H](CN1)NC(OC(C)(C)C)=O)([2H])[2H]